N-(3,4-dichlorobenzyl)-2-(6-(1-(2-(2-methoxyethoxy)acetyl)piperidin-4-yl)-4-oxoquinazolin-3(4H)-yl)-N-methylacetamide ClC=1C=C(CN(C(CN2C=NC3=CC=C(C=C3C2=O)C2CCN(CC2)C(COCCOC)=O)=O)C)C=CC1Cl